N-({5-(1-(1-ethoxyethyl)-1H-pyrazol-4-yl)-4,6-difluoropyridin-2-yl}carbamothioyl)carbamate C(C)OC(C)N1N=CC(=C1)C=1C(=CC(=NC1F)NC(=S)NC([O-])=O)F